(difluoro(phenylsulfonyl)methyl)trimethylsilane 3-aci-nitropropanoate [N+]([O-])(O)=CCC(=O)O.FC(S(=O)(=O)C1=CC=CC=C1)(F)[Si](C)(C)C